2-(6-methyl-2-((1-(methylsulfonyl)piperidin-4-yl)amino)pyrido[3,4-d]pyrimidin-8-yl)-2-azaspiro[3.3]heptan-6-ol CC1=CC2=C(N=C(N=C2)NC2CCN(CC2)S(=O)(=O)C)C(=N1)N1CC2(C1)CC(C2)O